(3,3-dimethylbut-1-yn-1-yl)-5-(6-fluoro-1-methyl-[1,2,4]triazolo[4,3-a]quinazolin-5-yl)-2,3,4,5-tetrahydrobenzo[b][1,4]oxazepine CC(C#CC1CCN(C2=C(O1)C=CC=C2)C2=NC=1N(C3=CC=CC(=C23)F)C(=NN1)C)(C)C